FC1=CC(=C2C=NN(C2=C1F)C([2H])([2H])[2H])C1=CC(=C(CN2C(C3=NC=CC=C3C2=O)([2H])[2H])C(=C1)F)F 6-(4-(6,7-difluoro-1-(methyl-d3)-1H-indazol-4-yl)-2,6-difluorobenzyl)-6,7-dihydro-5H-pyrrolo[3,4-b]pyridin-5-one-7,7-d2